BrCCCOC1=CC=CC=2C(C3=CC=CC(=C3C(C12)=O)OCCCBr)=O 1,8-bis(3-bromopropoxy)anthraquinone